C(C=C)(=O)N1[C@H](CN(CC1)C1=NC(=NC=2CC(CCC12)N1CCCC2=CC=C(C=C12)C(F)(F)F)OCCN1CCCC1)CC#N 2-((2S)-1-Acryloyl-4-(2-(2-(pyrrolidin-1-yl)ethoxy)-7-(7-(trifluoromethyl)-3,4-dihydroquinolin-1(2H)-yl)-5,6,7,8-tetrahydroquinazolin-4-yl)piperazin-2-yl)acetonitrile